C(C)(C)(C)OC(=O)N1C2=C(OCC1)C=C(N=C2)N 7-Amino-2,3-dihydro-4H-pyrido[4,3-b][1,4]oxazine-4-carboxylic acid tert-butyl ester